2-(7-methoxy-4-(1-methyl-3-phenyl-1H-pyrazol-4-yl)quinazolin-6-yl)propan-2-ol COC1=C(C=C2C(=NC=NC2=C1)C=1C(=NN(C1)C)C1=CC=CC=C1)C(C)(C)O